2-((1R,3S)-3-amino-4-hydroxy-1-thiazole-5-yl-butylsulfanyl)-6-trifluoromethyl-nicotinonitrile N[C@@H](C[C@H](C1=CN=CS1)SC1=C(C#N)C=CC(=N1)C(F)(F)F)CO